Tert-butyl 5-[1-(2,6-dioxo-3-piperidyl)-3-methyl-2-oxo-benzimidazol-5-yl]pentanoate O=C1NC(CCC1N1C(N(C2=C1C=CC(=C2)CCCCC(=O)OC(C)(C)C)C)=O)=O